3-(4-Bromo-6-chloro-1-(tetrahydro-2H-pyran-2-yl)-1H-indazol-5-yl)-2-methylpropan-1-ol BrC1=C2C=NN(C2=CC(=C1CC(CO)C)Cl)C1OCCCC1